COCC1(CNC1)C#N 3-(methoxymethyl)azetidine-3-carbonitrile